4-(4-methoxybenzyl)-5-oxo-2-(tetrahydro-2H-pyran-2-yl)-4,5-dihydro-2H-pyrazolo[4,3-b]pyridin-7-yl triflate O(S(=O)(=O)C(F)(F)F)C=1C=2C(N(C(C1)=O)CC1=CC=C(C=C1)OC)=CN(N2)C2OCCCC2